ClC1=C(C(=NC=C1)C(=O)Cl)O chloro-3-hydroxypyridyl-formyl chloride